5-hexyloxy-6-nitro-N-carboxyethyl-isoindoline-1,3-dione C(CCCCC)OC=1C=C2C(N(C(C2=CC1[N+](=O)[O-])=O)CCC(=O)O)=O